CC=1N=NNN1 5-methyl-2H-tetrazole